tert-butyl 2-(4-(4-(3-amino-3-methylbut-1-yn-1-yl)phenyl)-2,3,9-trimethyl-6H-thieno[3,2-f][1,2,4]triazolo[4,3-a][1,4]diazepin-6-yl)acetate NC(C#CC1=CC=C(C=C1)C1=NC(C=2N(C3=C1C(=C(S3)C)C)C(=NN2)C)CC(=O)OC(C)(C)C)(C)C